FC=1C=CC(=NC1OC)C=1CCN(CC1)C(=O)OC(C)(C)C tert-butyl 4-(5-fluoro-6-methoxy-2-pyridyl)-3,6-dihydro-2H-pyridine-1-carboxylate